OC1=CC=C(C=C1)N1C(C2C34C5CC(=CCC5C(C2CC1)C4)C3)=O 4-(4-hydroxyphenyl)-4-aza-pentacyclo[10.2.1.11,8.02,7.09,14]-11-hexadecene-3-one